ClC1=NC=CC(=N1)OC1=CC(=NN1C(=O)OC(C)(C)C)C1CCCC1 tert-butyl 5-((2-chloropyrimidin-4-yl)oxy)-3-cyclopentyl-1H-pyrazole-1-carboxylate